FCCCN(CCC(C(=O)O)NC(C(C)(C1=CC=CC=C1)O)=O)CCCCC1=NC=2NCCCC2C=C1 4-[3-fluoropropyl-[4-(5,6,7,8-tetrahydro-1,8-naphthyridin-2-yl)butyl]amino]-2-[[2-hydroxy-2-phenyl-propanoyl]amino]butanoic acid